2-Amino-4-(3-((R)-3-((R)-3,4-dimethylpiperazin-1-yl)pyrrolidin-1-yl)-5-fluoro-7,9-dihydrofuro[3,4-f]quinazolin-6-yl)-7-fluorothieno[3,2-c]pyridine-3-carbonitrile NC1=C(C=2C(=NC=C(C2S1)F)C=1C2=C(C=3C=NC(=NC3C1F)N1C[C@@H](CC1)N1C[C@H](N(CC1)C)C)COC2)C#N